CC=1C=C(C=C(C1)C)C1CCC2(CN(C2)C(OC(C)(C)C)=S)CC1 O-tert-butyl 7-(3,5-dimethylphenyl)-2-azaspiro[3.5]nonane-2-carbothioate